(S)-1-Amino-2-(1-(but-2-ynoyl)piperidin-2-yl)-4-(4-((4-chloropyridin-2-yl)carbamoyl)phenyl)-1H-imidazol-5-carboxamid NN1C(=NC(=C1C(=O)N)C1=CC=C(C=C1)C(NC1=NC=CC(=C1)Cl)=O)[C@H]1N(CCCC1)C(C#CC)=O